ClC=1C(=C(C(=CC1)N1N=NN=C1)C1=CC(N2C(CCC2C1)C=1NC(=CN1)C1=C(C(=NC=C1)C(=O)O)F)=O)F 4-(2-(7-(3-chloro-2-fluoro-6-(1H-tetrazol-1-yl)phenyl)-5-oxo-1,2,3,5,8,8a-hexahydroindolizin-3-yl)-1H-imidazol-5-yl)-3-fluoropicolinic acid